CC1=NN(C(=N1)C)C(\C=C/C(=O)N[C@H]1[C@H](O[C@H]([C@H](C1)C)C\C=C(\C=C)/C)C)C (Z)-4-(3,5-dimethyl-1H-1,2,4-triazol-1-yl)-N-((2R,3R,5S,6S)-2,5-dimethyl-6-((E)-3-methylpent-2,4-dienyl)tetrahydro-2H-pyran-3-yl)pent-2-enamide